C(CCCCCCC)SSSSSCCCCCCCC di-octyl pentasulphide